CC1(CCCC1)NC1=NC=C2N=C(N(C2=N1)C1CCNCC1)NC1=CC(=CC=C1)C(F)(F)F N2-(1-methylcyclopentyl)-9-(piperidin-4-yl)-N8-(3-(trifluoromethyl)phenyl)-9H-purine-2,8-diamine